TUNGSTEN OXYCHLORIDE O(Cl)Cl.[W]